FC(OC1=CC=C(C=C1)C1=CN=C2N1C=CN=C2NC2=CC(=C(C(=O)N1CCC(CC1)C(=O)NCC1CN(C1)S(=O)(=O)C)C=C2)C)F 1-[4-[[3-[4-(difluoromethoxy)phenyl]imidazo[1,2-a]pyrazin-8-yl]amino]-2-methylbenzoyl]-N-[(1-methylsulfonylazetidin-3-yl)methyl]piperidine-4-carboxamide